[N+](=O)([O-])C1=CC=C(C=C1)N1CC2(CC1)C(NC(CC2)=O)=O (-)-2-(4-nitrophenyl)-2,7-diazaspiro[4.5]decane-6,8-dione